ClC=1C=C(C=CC1)N1N=C(C(=C1)\C=C/C(=O)N[C@@H](CC1=CNC2=CC=CC=C12)C(=O)O)C1=CC=C(C=C1)N1CCOCC1 (Z)-(3-(1-(3-chlorophenyl)-3-(4-morpholinophenyl)-1H-pyrazol-4-yl)acryloyl)-L-tryptophan